C[Si](OCC)(C)C trimethyl-(ethoxy)silane